5,7-dichloro-2-((4,4-difluoropiperidin-1-yl)methyl)-1,6-naphthyridine ClC1=C2C=CC(=NC2=CC(=N1)Cl)CN1CCC(CC1)(F)F